C[C@@H]1N(CC[C@]2(C1)OCCC1=C2SC(=C1)CC(F)(F)F)CC=1C=NN(C1)CCS(=O)(=O)C (2'S,7R)-2'-methyl-1'-[[1-(2-methylsulfonylethyl)pyrazol-4-yl]methyl]-2-(2,2,2-trifluoroethyl)spiro[4,5-dihydrothieno[2,3-c]pyran-7,4'-piperidine]